FC1=C(OC(C(=O)O)(C)C)C(=CC(=C1)CN1CCN(CC1)CC1=CC=C(C=C1)C(F)(F)F)F 2-(2,6-Difluoro-4-((4-(4-(trifluoromethyl)benzyl)piperazin-1-yl)methyl)phenoxy)-2-methylpropanoic acid